2-methyl-1H-benzo[d]imidazole-1,4-dicarboxylic acid CC1=NC2=C(N1C(=O)O)C=CC=C2C(=O)O